methyl 2,6-dichloro-5-(trifluoromethyl)nicotinate ClC1=C(C(=O)OC)C=C(C(=N1)Cl)C(F)(F)F